1-cyclobutyl-4-((6-phenylpyridazin-3-yl)methyl)-1,4-dihydropyrazine-2,3-dione C1(CCC1)N1C(C(N(C=C1)CC=1N=NC(=CC1)C1=CC=CC=C1)=O)=O